NC1=NC=CC2=C1C(=CO2)C2=CC(=C(C=C2)NS(=O)(=O)C(F)F)O[C@@H](C)C2=CC=C(C=C2)F N-(4-{4-aminofuro[3,2-c]pyridin-3-yl}-2-[(1S)-1-(4-fluorophenyl)ethoxy]phenyl)-1,1-difluoromethanesulfonamide